1-(7-(8-Ethyl-7-fluoro-3-hydroxynaphthalen-1-yl)-8-fluoro-2-(((2R,7aS)-2-fluorotetrahydro-1H-pyrrolizin-7a(5H)-yl)methoxy)pyrido[4,3-d]pyrimidin-4-yl)piperidin-4-ol C(C)C=1C(=CC=C2C=C(C=C(C12)C1=C(C=2N=C(N=C(C2C=N1)N1CCC(CC1)O)OC[C@]12CCCN2C[C@@H](C1)F)F)O)F